disodium phosphate hydrochloride hydrate O.Cl.P(=O)([O-])([O-])O.[Na+].[Na+]